1H-triazol-4-ylmethanamine N1N=NC(=C1)CN